CN1C(N(C2=NC(=NC=C12)C=1C(=NC=CC1)C)CC1=CC=C(C=C1)C=1N(C=C(N1)C(F)(F)F)C)=O 7-methyl-9-(4-(1-methyl-4-(trifluoromethyl)-1H-imidazol-2-yl)benzyl)-2-(2-methylpyridin-3-yl)-7,9-dihydro-8H-purin-8-one